BrC=1C=NC=CC1CNC 1-(3-bromo-4-pyridyl)-N-methyl-methanamine